C(C)(C)(C)[Si](OCC(C)=O)(C)C 1-(tert-butyl-dimethyl-silanyloxy)-propan-2-one